{2-[(5-fluoro-1,3-benzoxazol-2-yl)amino]-1,3-benzoxazol-5-yl}-methanol FC=1C=CC2=C(N=C(O2)NC=2OC3=C(N2)C=C(C=C3)CO)C1